ClC1=CC=C2C=CN(C2=C1C#N)C1=NC=C(C(=N1)OC)CC(F)F 6-chloro-7-cyano-N-[5-(2,2-difluoroethyl)-4-methoxy-pyrimidin-2-yl]-1H-indole